(S)-2-chloro-N,N-dimethyl-4-(pyrrolidin-3-yloxy)benzamide ClC1=C(C(=O)N(C)C)C=CC(=C1)O[C@@H]1CNCC1